C(=O)(O)C=1C=C(C=CC1C(=O)O)C=1C=C(C(C(=O)O)=CC1OCCCCCCOC1=CC=C(C=C1)C=CC(=O)C1=CC=C(C=C1)F)C(=O)O 4-(3,4-Dicarboxyphenyl)-5-[6-[4-[3-(4-fluorophenyl)-3-oxoprop-1-enyl]phenoxy]hexoxy]phthalic acid